dihydroimidazo[1,2-a]pyridin-5(1H)-one N1CCN2C1=CC=CC2=O